(4R,9aR)-2-(8-cyano-2-deuterio-5-quinolyl)-4-methyl-N-(3,4,5-trifluorophenyl)-3,4,6,7,9,9a-hexahydro-1H-pyrazino[1,2-a]pyrazine-8-carboxamide C(#N)C=1C=CC(=C2C=CC(=NC12)[2H])N1C[C@H]2N([C@@H](C1)C)CCN(C2)C(=O)NC2=CC(=C(C(=C2)F)F)F